p-(hydroxymethyl)benzoic acid OCC1=CC=C(C(=O)O)C=C1